2-[5-cyclopropyl-3-(trifluoromethyl)pyridin-2-yl]-6-ethoxy-2,5-dihydro-4H-pyrazolo[3,4-d]pyrimidin-4-one C1(CC1)C=1C=C(C(=NC1)N1N=C2N=C(NC(C2=C1)=O)OCC)C(F)(F)F